ISOPROPYL ((4-(4-(5-FLUOROISOINDOLINE-2-CARBOXAMIDO)PHENYL)PIPERIDIN-1-YL)SULFONYL)CARBAMATE FC=1C=C2CN(CC2=CC1)C(=O)NC1=CC=C(C=C1)C1CCN(CC1)S(=O)(=O)NC(OC(C)C)=O